N-[4-Amino-6-methyl-2-(4-trifluoromethylbenzylamino)-pyrimidin-5-yl]-2-(4-fluorophenyl)-acetamide NC1=NC(=NC(=C1NC(CC1=CC=C(C=C1)F)=O)C)NCC1=CC=C(C=C1)C(F)(F)F